3-amino-4-(4-(4-(dimethylcarbamoyl)phenyl)-1,4-diazepan-1-yl)thieno[2,3-b]pyridine-2-carboxamide NC1=C(SC2=NC=CC(=C21)N2CCN(CCC2)C2=CC=C(C=C2)C(N(C)C)=O)C(=O)N